FC(C(=O)N1CC(C1)OC(=O)N1CC2C(C2C1)NC1=CC(=NC=2N1N=CC2C(C)C)O[C@H]2CNC(CC2)(C)C)=C 6-((5-(((R)-6,6-dimethylpiperidin-3-yl)oxy)-3-isopropylpyrazolo[1,5-a]pyrimidin-7-yl)amino)-3-azabicyclo[3.1.0]hexane-3-carboxylic acid 1-(2-fluoroacryloyl)azetidin-3-yl ester